FC(C1=NC(=NO1)C1=CC=C(C=C1)CN1N=C2C(N=CC=C2)=N1)(F)F 2-[[4-[5-(trifluoromethyl)-1,2,4-oxadiazol-3-yl]phenyl]methyl]-2H-1,2,3-triazolo[4,5-b]pyridine